C1=CC(SC=2C=NC=3C=CC=CC3C21)C(=O)O.OC2=C(C=NN2C)C(=O)C=2C=CC1=C(C(CS1(=O)=O)(C)C)C2C (5-hydroxy-1-methyl-1H-pyrazol-4-yl)(3,3,4-trimethyl-1,1-dioxido-2,3-dihydro-1-benzothiophen-5-yl)methanone thiopyrano[2,3-c]quinoline-3(4H)-carboxylate